ClC1=CC=2N(C3=CC=CC=C3C2C=C1)C1=C(C=CC=C1C1=CC2=CC=CC=C2C=C1)C1=CC=CC=C1 2-chloro-9-(3-(naphthalen-2-yl)-[1,1'-biphenyl]-2-yl)-9H-Carbazole